2-(3-chlorophenyl)-2-methyl-1-phenylpropyl((S)-3-cyclohexyl-1-oxo-1-(((S)-1-oxo-3-((S)-2-oxopyrrolidin-3-yl) propan-2-yl) amino)propan-2-yl) carbamate C(N)(O[C@H](C(N[C@H](C=O)C[C@H]1C(NCC1)=O)=O)C(C1CCCCC1)C(C(C)(C)C1=CC(=CC=C1)Cl)C1=CC=CC=C1)=O